Trans-1-bromo-4-(4-heptylcyclohexyl)benzene BrC1=CC=C(C=C1)[C@@H]1CC[C@H](CC1)CCCCCCC